FC1(CCC(CC1)C(NC(C(C1=CC=C(C=C1)C)(F)F)=O)C=1OC2=C(N1)C=C(C=C2)CN2C(NC(C2)C(F)(F)F)=O)F N-((4,4-difluorocyclohexyl)(5-((2-oxo-4-(trifluoromethyl)imidazolidin-1-yl)methyl)benzo[d]oxazol-2-yl)methyl)-2,2-difluoro-2-(p-tolyl)acetamide